C(CC)P(N[C@@H](CCC(=O)O)C(=O)O)O N-[propyl-hydroxyphosphino]glutamic acid